(S,Z)-2-methyl-6-(5-(3-methylmorpholino)-2-oxoindolin-3-ylidene)-1,4,5,6-tetrahydrocyclopenta[b]pyrrole-3-carboxylic acid CC1=C(C2=C(N1)\C(\CC2)=C\2/C(NC1=CC=C(C=C21)N2[C@H](COCC2)C)=O)C(=O)O